N-[5-[4-[(1,3-dimethylazetidin-3-yl)oxymethyl]-2-methyl-pyrazol-3-yl]pyrazolo[1,5-a]pyridin-2-yl]cyclopropanecarboxamide CN1CC(C1)(C)OCC1=C(N(N=C1)C)C1=CC=2N(C=C1)N=C(C2)NC(=O)C2CC2